OC=1C(=C(OC2C(C(C(C(O2)C(=O)O)O)O)O)C=C(C1)O)C(C=CC1=CC=CC=C1)=O 6-[3,5-Dihydroxy-2-(3-phenylprop-2-enoyl)phenoxy]-3,4,5-trihydroxyoxane-2-carboxylic acid